C(C)(C)(C)NS(=O)(=O)C=1C=C(C(=O)O)C=C(C1Cl)[N+](=O)[O-] 3-(N-(tert-butyl)sulfamoyl)-4-chloro-5-nitrobenzoic acid